methyl (R)-2-(3-((6-(((S)-1-(4-(tert-butyl)phenyl)ethyl)carbamoyl)-1-(cyclopropylmethyl)-2-methyl-1H-indol-3-yl)methyl)-5-chlorophenoxy)propanoate C(C)(C)(C)C1=CC=C(C=C1)[C@H](C)NC(=O)C1=CC=C2C(=C(N(C2=C1)CC1CC1)C)CC=1C=C(O[C@@H](C(=O)OC)C)C=C(C1)Cl